N[C@@H]1[C@@H](CCC1)C(=O)NCCN1C(C=CC1=O)=O (1R,2S)-2-amino-N-[2-(2,5-dioxo-2,5-dihydro-1H-pyrrol-1-yl)ethyl]cyclopentanecarboxamide